1,3-Dimethyl-5-((1-methyl-1H-indol-5-yl)amino)-1,3-dihydro-2H-benzo[d]imidazol-2-one CN1C(N(C2=C1C=CC(=C2)NC=2C=C1C=CN(C1=CC2)C)C)=O